(7R)-N-(7-chloro-6-(1-((3S,4S)-4-hydroxy-3-methyltetrahydrofuran-3-yl)piperidin-4-yl)isoquinolin-3-yl)-5-oxaspiro[3.4]octane-7-carboxamide ClC1=C(C=C2C=C(N=CC2=C1)NC(=O)[C@H]1COC2(CCC2)C1)C1CCN(CC1)[C@]1(COC[C@H]1O)C